C(C)(C)(C)OC(=O)N1CCC(CC1)C1=CC=C(C=C1)NC(=O)C1=CC2=CC=CC=3CCN(C1=O)C32 4-[4-[(11-Oxo-1-azatricyclo[6.3.1.04,12]dodeca-4(12),5,7,9-tetraene-10-carbonyl)amino]phenyl]piperidine-1-carboxylic acid tert-butyl ester